OC1(C(CCCC1)O)CCN1C(N(C2=CC=CC=C2C1=O)CC1=CC=C(C(=O)NO)C=C1)=O 4-((3-(2-(1,2-dihydroxycyclohexyl)ethyl)-2,4-dioxo-3,4-dihydroquinazolin-1(2H)-yl)methyl)-N-hydroxybenzamide